C(C)(C)(C)OC(N(CCCCO)C(=O)OC(C)(C)C)=O (tert-Butoxycarbonyl)(4-hydroxybutyl)carbamic acid tert-butyl ester